sec.butylpropyl disulfide C(C)(CC)SSCCC